tert-Butyl (E)-4-(3-(isoquinolin-6-ylamino)-3-oxoprop-1-en-1-yl)benzoate C1=NC=CC2=CC(=CC=C12)NC(/C=C/C1=CC=C(C(=O)OC(C)(C)C)C=C1)=O